ONC(CC)C(=O)O hydroxylbutyrine